N1(CCC1)C(C=1C=C(C=CC1)N1CC2=C(C=C(C=C2C1=O)C=O)C(F)(F)F)C1=NN=CN1C 2-(3-(azetidin-1-yl(4-methyl-4H-1,2,4-triazol-3-yl)methyl)phenyl)-3-oxo-7-(trifluoromethyl)isoindoline-5-carbaldehyde